1,3-dibenzyl-glycerin C(C1=CC=CC=C1)OCC(O)COCC1=CC=CC=C1